NC1=CC=C(OC2=NC(=NC=C2C(F)(F)F)NC2CCOCC2)C=C1 4-(4-aminophenoxy)-N-(tetrahydro-2H-pyran-4-yl)-5-(trifluoromethyl)pyrimidin-2-amine